2,3,7,8,12,13,17,18-octaethyl-21H,23H-porphine nickel (II) [Ni+2].C(C)C1=C2NC(=C1CC)C=C1C(=C(C(=N1)C=C1C(=C(C(N1)=CC=1C(=C(C(N1)=C2)CC)CC)CC)CC)CC)CC